(1S,2S)-2-(3-chlorophenyl)cyclopropane-1-sulfonamide ClC=1C=C(C=CC1)[C@H]1[C@H](C1)S(=O)(=O)N